2-({2-[1-(2,2-difluoroethyl)-1H-pyrazolo[3,4-b]pyrazin-6-yl]-octahydrocyclopenta[c]pyrrol-5-yl}oxy)-4-(trifluoromethyl)pyridine FC(CN1N=CC=2C1=NC(=CN2)N2CC1C(C2)CC(C1)OC1=NC=CC(=C1)C(F)(F)F)F